2,3,8-trimethylnaphthalene-1-ol CC1=C(C2=C(C=CC=C2C=C1C)C)O